(S*)-N7-methyl-N5-(2-methyl-2H-1,2,3-triazol-4-yl)-3-phenyl-2,3-dihydrobenzofuran-5,7-dicarboxamide CNC(=O)C1=CC(=CC=2[C@@H](COC21)C2=CC=CC=C2)C(=O)NC2=NN(N=C2)C |o1:9|